2-azaspiro[3.4]octan-6-one trifluoroacetate salt FC(C(=O)O)(F)F.C1NCC12CC(CC2)=O